(6s,8r)-6-(4-bromo-2,6-difluorophenyl)-7-(3-((tert-butyldiphenylsilyl)oxy)-2-fluoro-2-methylpropyl)-8-methyl-6,7,8,9-tetrahydro-3H-pyrazolo[4,3-f]isoquinoline BrC1=CC(=C(C(=C1)F)[C@H]1N([C@@H](CC2=C3C(=CC=C12)NN=C3)C)CC(CO[Si](C3=CC=CC=C3)(C3=CC=CC=C3)C(C)(C)C)(C)F)F